C(#N)[C@H](C[C@H]1C(NCC1)=O)NC(=O)[C@@H]1[C@H]2C([C@H]2CN1C([C@@H](NC(C(F)(F)F)=O)CC(C)C)=O)(C)C (1r,2S,5S)-N-{(1S)-1-cyano-2-[(3S)-2-oxopyrrolidin-3-yl]ethyl}-6,6-dimethyl-3-[N-(trifluoroacetyl)-L-leucyl]-3-azabicyclo[3.1.0]hexane-2-carboxamide